3-(3-cyano-6-(2-hydroxy-2-methylpropoxy)pyrazolo[1,5-a]pyridin-4-yl)-N-((6-methoxypyridin-3-yl)methyl)-2,5-dihydro-1H-pyrrole-1-carboxamide C(#N)C=1C=NN2C1C(=CC(=C2)OCC(C)(C)O)C=2CN(CC2)C(=O)NCC=2C=NC(=CC2)OC